C(C)NOC(C)C N-ethyl-O-isopropyl-hydroxylamine